2-(2-hydroxy-6-methylphenyl)acetic acid ethyl ester C(C)OC(CC1=C(C=CC=C1C)O)=O